2-(dimethylamino)methyl-3-hydroxypyridine CN(C)CC1=NC=CC=C1O